5-(quinoxalin-2-yl)hexahydropyrrolo[3,4-c]pyrrol-2(1H)-ylmethanone N1=C(C=NC2=CC=CC=C12)N1CC2C(C1)CN(C2)C=O